5-((1-cyanocyclopropyl)methyl)-N'-hydroxy-6-methylpyridineformamidine C(#N)C1(CC1)CC=1C=CC(=NC1C)C(=NO)N